CC(C(=O)NC1=C(C(=O)O)C=CC=C1)=C(C)C1=CC2=CC=CC=C2C=C1 2-(2-methyl-3-(naphthalen-2-yl)-2-butenamido)benzoic acid